COS(=O)(=O)[O-].C(CCCCCCC\C=C/CCCCCCCC)C(C[N+](C)(CCO)CC(CCCCCCCC\C=C/CCCCCCCC)C(=O)O)C(=O)O bis(oleyl-carboxyethyl)-hydroxyethyl-methyl-ammonium methyl-sulfate